O=C1NC(CCC1N1C(N(C2=C1C=CC=C2C2CCN(CC2)CC2(CCN(CC2)C2CC1(C2)CCN(CC1)C(=O)OC(C)(C)C)F)C)=O)=O tert-butyl 2-(4-((4-(1-(2,6-dioxopiperidin-3-yl)-3-methyl-2-oxo-2,3-dihydro-1H-benzo[d]imidazol-4-yl)piperidin-1-yl)methyl)-4-fluoropiperidin-1-yl)-7-azaspiro[3.5]nonane-7-carboxylate